BrC1=CC2=C(SC3=C2C=CC=C3)C=C1 2-Bromodibenzo[b,d]thiophene